7-fluoro-3,4-dihydro-4-methyl-1H-[1,4]Benzodiazepine-2,5-dione FC=1C=CC2=C(C(N(CC(N2)=O)C)=O)C1